ClC=1C(=NC=CC1C1=NC(=C(C=C1)CNC)OC)C1=C2CCC[C@H](C2=CC=C1)NC1=NC(=C(C=C1C(F)(F)F)CNC)OC (R)-N-(5-(3'-chloro-6-methoxy-5-((methylamino)methyl)-[2,4'-bipyridin]-2'-yl)-1,2,3,4-tetrahydronaphthalen-1-yl)-6-methoxy-5-((methylamino)methyl)-3-(trifluoromethyl)pyridin-2-amine